ClC1=NC=C(C(=C1)N1CCC(CC1)CCO)C#CC=1C=NN(C1)C1C(C1)(F)F 2-(1-(2-chloro-5-((1-(2,2-difluorocyclopropyl)-1H-pyrazol-4-yl)ethynyl)pyridin-4-yl)piperidin-4-yl)ethan-1-ol